4-(3-Chloro-2-fluoro-6-methoxyphenyl)-6-methyl-N-(5-((2,2,2-trifluoroethoxy)methyl)-1,3,4-thiadiazol-2-yl)nicotinamide ClC=1C(=C(C(=CC1)OC)C1=CC(=NC=C1C(=O)NC=1SC(=NN1)COCC(F)(F)F)C)F